4-(2-(4-cyclopropylphenoxy)-5-nitrophenyl)-2,6-dimethylpyridine C1(CC1)C1=CC=C(OC2=C(C=C(C=C2)[N+](=O)[O-])C2=CC(=NC(=C2)C)C)C=C1